6-fluoro-3-methylimidazo[1,5-a]pyridine-7-carboxylic acid FC=1C(=CC=2N(C1)C(=NC2)C)C(=O)O